2-(3,5-dimethoxyphenyl)-6-(4,4,5,5-tetramethyl-1,3,2-dioxaborolan-2-yl)pyridazin-3(2H)-one COC=1C=C(C=C(C1)OC)N1N=C(C=CC1=O)B1OC(C(O1)(C)C)(C)C